NC1=C(SC(=C1Cl)Cl)C(=O)OC Methyl 3-amino-4,5-dichlorothiophene-2-carboxylate